C(C)OC1=C(C=CC(=N1)[C@@H](CS(=O)(=O)C)N1C(NC2=C1C=CC(=C2)C(=O)OCC)=O)OC (S)-ethyl 1-(1-(6-ethoxy-5-methoxypyridin-2-yl)-2-(methylsulfonyl)ethyl)-2-oxo-2,3-dihydro-1H-benzo[d]imidazole-5-carboxylate